2,2-Difluoroethyl (5-(2-fluoro-5-((4-oxo-3,4-dihydrophthalazin-1-yl)methyl)phenyl)-1H-benzoimidazol-2-yl)carbamate FC1=C(C=C(C=C1)CC1=NNC(C2=CC=CC=C12)=O)C1=CC2=C(NC(=N2)NC(OCC(F)F)=O)C=C1